[Li].CC=1CC2=CC(=CC(=C2C1)C)C 2,4,6-trimethylindene lithium salt